N[C@H]1CN(C[C@H](C1)C)C1=C(C#N)C=C(C(=N1)NC1=CC2=C(N(C(N2CCC(C)(C)O)=O)C)C=C1)Cl 2-((3R,5S)-3-amino-5-methylpiperidin-1-yl)-5-chloro-6-((3-(3-hydroxy-3-methylbutyl)-1-methyl-2-oxo-2,3-dihydro-1H-benzo[d]imidazol-5-yl)amino)nicotinonitrile